5-(2,6-dichloro-4-nitrophenoxy)-3-methyl-1-((2-(trimethylsilyl)ethoxy)methyl)-1H-pyrazolo[3,4-b]pyridine ClC1=C(OC=2C=C3C(=NC2)N(N=C3C)COCC[Si](C)(C)C)C(=CC(=C1)[N+](=O)[O-])Cl